(S)-(3-(1-amino-1,3-dihydrospiro[inden-2,4'-piperidin]-1'-yl)-6-((2-methoxypyrimidin-4-yl)thio)pyrazin-2-yl)methanol N[C@@H]1C2=CC=CC=C2CC12CCN(CC2)C=2C(=NC(=CN2)SC2=NC(=NC=C2)OC)CO